tert-Butyl 3-((3-amino-6-(2-hydroxyphenyl)pyridazin-4-yl)ethynyl)azetidine-1-carboxylate NC=1N=NC(=CC1C#CC1CN(C1)C(=O)OC(C)(C)C)C1=C(C=CC=C1)O